1,2-di(eicoshexaenoyl)-sn-glycero-3-phosphorylcholine C(C=CC=CC=CC=CC=CC=CCCCCCCC)(=O)OC[C@@H](OC(C=CC=CC=CC=CC=CC=CCCCCCCC)=O)COP(=O)(O)OCC[N+](C)(C)C